[5-amino-2-bromo-3-(trifluoromethyl)phenyl]methanol NC=1C=C(C(=C(C1)CO)Br)C(F)(F)F